C(=O)(O)OS(=O)(=O)S(=O)O.CC1=C(C(=C(C(=C1CC1=CC(=C(C(=C1)C(C)(C)C)O)C(C)(C)C)C)CC1=CC(=C(C(=C1)C(C)(C)C)O)C(C)(C)C)C)CC1=CC(=C(C(=C1)C(C)(C)C)O)C(C)(C)C 1,3,5-trimethyl-2,4,6-tris(3,5-di-tert-butyl-4-hydroxybenzyl)benzene carboxy-metabisulfite